3-(3-(4-(benzyloxy)benzyl)isoxazol-5-yl)pyridin-2-amine C(C1=CC=CC=C1)OC1=CC=C(CC2=NOC(=C2)C=2C(=NC=CC2)N)C=C1